(R)-8-cyclopropyl-6-(2-fluorophenyl)-4-methyl-4H-benzo[f]imidazo[1,5-a][1,4]diazepin-3-carboxylic acid C1(CC1)C=1C=CC2=C(C(=N[C@@H](C=3N2C=NC3C(=O)O)C)C3=C(C=CC=C3)F)C1